{3,8,10-trifluoro-5H,6H,11H-benzo[a]carbazol-6-yl}methanol FC1=CC2=C(C=3NC4=C(C=C(C=C4C3C(C2)CO)F)F)C=C1